O(C1=CC=CC=C1)C(C(=O)NC1=CC=C(C=C1)N1C2=C(NC(CC1=O)=O)C1=CC=CC=C1C=C2)C 5-[4-(2-phenoxypropionylamino)phenyl]-1H-naphtho[1,2-B][1,4]diazepine-2,4(3H,5h)-dione